benzyl 2-butyl-3-((2'-(N-(4,5-dimethylisoxazol-3-yl) sulfamoyl)-2-(ethoxymethyl)-[1,1'-biphenyl]-4-yl) methyl)-4-oxo-1,3,8-triazaspiro[4.5]dec-1-ene-8-carboxylate C(CCC)C1=NC2(C(N1CC1=CC(=C(C=C1)C1=C(C=CC=C1)S(NC1=NOC(=C1C)C)(=O)=O)COCC)=O)CCN(CC2)C(=O)OCC2=CC=CC=C2